O=C1NC(CCC1N1C(C2=CC=CC(=C2C1=O)NCCCN(C(OC(C)(C)C)=O)C)=O)=O Tert-butyl N-[3-[[2-(2,6-dioxo-3-piperidyl)-1,3-dioxo-isoindolin-4-yl]amino]propyl]-N-methyl-carbamate